1,2-dimethyl-3,4-dinitrobenzene CC1=C(C(=C(C=C1)[N+](=O)[O-])[N+](=O)[O-])C